[N+](=O)([O-])C1=NC(=CC=C1)N1CCCCC1 2-nitro-6-(piperidin-1-yl)pyridine